O6-[2-[(2-cuban-1-ylacetyl)oxymethyl]-2-[[6-[(Z)-non-3-enoxy]-6-oxo-hexanoyl]oxymethyl]-3-[4-(2-pyrrolidin-1-ylethylcarbamoyloxy)decanoyloxy]propyl] O1-[(Z)-non-3-enyl] hexanedioate C(CCCCC(=O)OCC(COC(CCC(CCCCCC)OC(NCCN1CCCC1)=O)=O)(COC(CCCCC(=O)OCC\C=C/CCCCC)=O)COC(CC12C3C4C5C3C1C5C24)=O)(=O)OCC\C=C/CCCCC